C(C1=CC=CC=C1)C1=CN(C(C2=CN=CC=C12)=O)CC=1N=C2N(C=C(C=C2)C=O)C1 2-[(4-benzyl-1-oxo-1,2-dihydro-2,7-naphthyridin-2-yl)methyl]imidazo[1,2-a]pyridine-6-carbaldehyde